Cl.N1C[C@@H](CCC1)NC1=CC=CC(=N1)S(=O)(=O)NC1=NC(=C(C=C1)C(F)(F)F)C1=C(C=CC=C1)C (R)-6-(piperidin-3-ylamino)-N-(6-(o-tolyl)-5-(trifluoromethyl)pyridin-2-yl)pyridine-2-sulfonamide hydrochloride